((2,4-dioxo-1,3-diazaspiro[4.4]nonane-6-yl)methyl)-3'-fluoro-[1,1'-biphenyl]-4-sulfonamide O=C1NC2(C(N1)=O)C(CCC2)CC2=C(C=CC(=C2)S(=O)(=O)N)C2=CC(=CC=C2)F